[Se-2].[Mn+2] Manganese(II) selenide